NC(CNC=O)=O N-(2-amino-2-oxo-ethyl)-carboxamide